C(OCOP(=O)(OC1=CC=CC=C1)OC[C@H]1O[C@@]([C@@H]([C@@H]1O)O)(C#N)C1=CC=C2C(=NC=NN21)N)(OC(C)C)=O (((((2R,3S,4R,5R)-5-(4-aminopyrrolo[2,1-f][1,2,4]triazine-7-yl)-5-cyano-3,4-dihydroxytetrahydrofuran-2-yl)methoxy)(phenoxy)phosphoryl)oxy)methyl isopropyl carbonate